C(C)OC(=O)C1=CC2=C(N(C(=N2)NC=2OC3=C(N2)C=CC(=C3)OC(F)F)C)C=C1 2-((6-(difluoromethoxy)benzo[d]oxazol-2-yl)amino)-1-methyl-1H-benzo[d]imidazole-5-carboxylic acid ethyl ester